C1(CCCCC1)C=1OCCN1 L-2-(cyclohexyl)oxazoline